(R)-(3-aminopiperidin-1-yl)(1-(4-((4-fluoro-2-isopropoxyphenyl)amino)pyrido[3,2-d]pyrimidin-6-yl)-1H-pyrrol-3-yl)methanone N[C@H]1CN(CCC1)C(=O)C1=CN(C=C1)C=1C=CC=2N=CN=C(C2N1)NC1=C(C=C(C=C1)F)OC(C)C